tert-Butyl ((1r,4r)-4-((4-(2-(4-amino-2-chloro-6-fluorophenoxy)pyridin-3-yl)pyrimidin-2-yl)amino)cyclohexyl)carbamate NC1=CC(=C(OC2=NC=CC=C2C2=NC(=NC=C2)NC2CCC(CC2)NC(OC(C)(C)C)=O)C(=C1)F)Cl